C(CCC)[Sn](C(=C)OCC)(CCCC)CCCC tributyl(1-ethoxyvinyl)stannane